N-(3-cyano-5-(3,3-difluoropyrrolidin-1-yl)phenyl)-4-iodo-2-(6-azaspiro[2.5]oct-6-yl)benzamide C(#N)C=1C=C(C=C(C1)N1CC(CC1)(F)F)NC(C1=C(C=C(C=C1)I)N1CCC2(CC2)CC1)=O